4-(4-{5-[5-fluoro-6-(2-methoxyethoxy)-1H-indazol-3-yl]-1,2-oxazol-3-yl}benzoyl)-1lambda4-thiomorpholin-1-one FC=1C=C2C(=NNC2=CC1OCCOC)C1=CC(=NO1)C1=CC=C(C(=O)N2CCS(CC2)=O)C=C1